N-(3-((5-(3,5-dichlorophenyl)-2-((1-methyl-1H-pyrazol-4-yl)amino)pyrimidin-4-yl)amino)-4-fluorophenyl)acrylamide ClC=1C=C(C=C(C1)Cl)C=1C(=NC(=NC1)NC=1C=NN(C1)C)NC=1C=C(C=CC1F)NC(C=C)=O